BrC1=CC=2C(C3=CC(=CC=C3N(C2C=C1)CCCCBr)Br)(C)C 2,7-dibromo-9,9-dimethyl-10-bromobutyl-acridine